C(CCCCC)NC(=O)NCCCCCCCCCCC N-hexyl-N'-undecylurea